C(=O)O.C(C)N(CCCNC(=O)C1=CC2=C(N3C(S2)=NC(=C3)C3=CC(=CC=C3)C(C)C)C=C1)CC.C(C)N(CC)CCCNC(=O)C1=CC3=C(N2C(S3)=NC(=C2)C2=CC(=CC=C2)C(C)C)C=C1 N-(3-(diethylamino)propyl)-2-(3-isopropylphenyl)benzo[d]imidazo[2,1-b]thiazole-7-carboxamide hemiformate